2-(2,6-dioxopiperidin-3-yl)isoindole-1,3-dionecarboxylate O=C1NC(CCC1N1C(C=2C=CC=C(C2C1=O)C(=O)[O-])=O)=O